4'-(2,4-bis(benzyloxy)-5-isopropylbenzamido)-N-((4,6-dimethyl-2-oxo-1,2-dihydropyridin-3-yl)methyl)-5-(ethyl(tetrahydro-2H-pyran-4-yl)amino)-4-methyl-[1,1'-biphenyl]-3-carboxamide C(C1=CC=CC=C1)OC1=C(C(=O)NC2=CC=C(C=C2)C2=CC(=C(C(=C2)N(C2CCOCC2)CC)C)C(=O)NCC=2C(NC(=CC2C)C)=O)C=C(C(=C1)OCC1=CC=CC=C1)C(C)C